5-[2-fluoro-6-hydroxy-4-[(imidazo[1,2-a]pyridin-7-ylamino)methyl]phenyl]-1,1-dioxo-1,2,5-thiadiazolidin-3-one FC1=C(C(=CC(=C1)CNC1=CC=2N(C=C1)C=CN2)O)N2CC(NS2(=O)=O)=O